Z-ethanediamine hydrochloride Cl.C(C)(N)N